2-chloro-5-{[(N,N-dimethyl-β-alanyl)amino]methyl}-N-{1-[4-(trifluoromethyl)phenyl]-1H-indazol-4-yl}benzamide hydrochloride Cl.ClC1=C(C(=O)NC2=C3C=NN(C3=CC=C2)C2=CC=C(C=C2)C(F)(F)F)C=C(C=C1)CNC(CCN(C)C)=O